OCCCOC=1C=C(C=CC1OC)C=1C=C(C=NC1)C=1CB(OC1)O 4-(5-(3-(3-hydroxypropoxy)-4-methoxyphenyl)pyridin-3-yl)-1,2-oxaborol-2-ol